(4R,5S)-methyl-2,2-diethyl-5-phenyl-1,3-dioxolane-4-carboxylate COC(=O)[C@@H]1OC(O[C@H]1C1=CC=CC=C1)(CC)CC